methoxyphosphonic acid COP(O)(O)=O